(4-amino-2,6-difluorophenyl)methanol NC1=CC(=C(C(=C1)F)CO)F